N-tert-butyl-1-{8-[3-(trifluoromethyl)-1,2,4-oxadiazol-5-yl]-8-azabicyclo[3.2.1]octan-3-yl}piperidine-4-carboxamide C(C)(C)(C)NC(=O)C1CCN(CC1)C1CC2CCC(C1)N2C2=NC(=NO2)C(F)(F)F